O(S(=O)(=O)C(F)(F)F)C1=NC(=C(C2=C1CCC2)C2=C(C=C(C=C2OCCOC)F)F)C2=NN1C([C@H](N(CC1)C(C=C)=O)C)=C2 (R)-3-((R)-5-propenoyl-4-methyl-4,5,6,7-tetrahydropyrazolo[1,5-a]pyrazin-2-yl)-4-(2,4-difluoro-6-(2-methoxyethoxy) phenyl)-6,7-dihydro-5H-cyclopenta[c]pyridin-1-yl triflate